C1(C=CC(N1C=1C=C(OC2=CC=C(C=C2)OC2=CC(=CC=C2)N2C(C=CC2=O)=O)C=CC1)=O)=O 1,4-bis(3-maleimidophenoxy)benzene